chloro-4-ethynylbenzene ClC1=CC=C(C=C1)C#C